O1CCC2=C1C=C(C=C2)C(=O)O 2,3-dihydrobenzofuran-6-carboxylic acid